N1=C(C=CC=C1)CCCNCCCNC(CC)=O N-(3-{[3-(pyridin-2-yl)propyl]amino}propyl)propanamide